4-(Difluoromethyl)-6-(1-methylpyrazol-4-yl)pyrimidin-2-amine FC(C1=NC(=NC(=C1)C=1C=NN(C1)C)N)F